N-((4R,5S,7R,8R,9S,10R)-8,10-dihydroxy-7-(hydroxymethyl)-9-(4-(3,4,5-trifluoroPhenyl)-1H-1,2,3-triazol-1-yl)-1,6-dioxaspiro[4.5]decan-4-yl)-3'-fluoro-[1,1'-biphenyl]-3-carboxamide O[C@H]1[C@H](O[C@@]2([C@@H](CCO2)NC(=O)C=2C=C(C=CC2)C2=CC(=CC=C2)F)[C@@H]([C@H]1N1N=NC(=C1)C1=CC(=C(C(=C1)F)F)F)O)CO